(S)-2-((7-((3-fluorobenzyl)oxy)-3,4-dihydroisoquinolin-2(1H)-yl)methyl)-1-((oxetan-2-yl)methyl)-1H-benzo[d]imidazole-6-carboxylic acid FC=1C=C(COC2=CC=C3CCN(CC3=C2)CC2=NC3=C(N2C[C@H]2OCC2)C=C(C=C3)C(=O)O)C=CC1